C(C)N(C(CC1=C(N=C2N1C=CC(=C2)C)C2=CC=C(C=C2)C)=O)CC=2C=NC=CC2 N-ethyl-N-(3-pyridylmethyl)-2-[2-(4-methylphenyl)-7-methyl-imidazo[1,2-a]pyridin-3-yl]-acetamide